O1C(=NC2=C1C=CC=C2)C#CC2=CC(=C(OC1=C(N=NN1)C(=O)O)C=C2)F 5-(4-(benzo[d]oxazol-2-ylethynyl)-2-fluorophenoxy)-1H-1,2,3-triazole-4-carboxylic acid